C(C)(C)(C)OC(=O)N1COC2=C(C1)C(=CC=C2Br)F 8-Bromo-5-fluoro-2,4-dihydro-1,3-benzoxazine-3-carboxylic acid tert-butyl ester